C1(=CC=CC2=CC=CC=C12)COC(=O)C1=CC=C(O)C=C1 1-naphthylmethylparaben